NC1=CC=C(C=C1)C=1C(=O)NC(C1)=O (4-aminophenyl)maleimide